4-Hydroxy-4'-nonyloxy-chalcone OC1=CC=C(C=C1)\C=C\C(=O)C1=CC=C(C=C1)OCCCCCCCCC